ClC=1C=CC2=C(C1F)S(CC1=C2N(N=C1C(=O)O)C1=CC=C(C=C1)CN1CCOCC1)(=O)=O 7-Chloro-6-fluoro-1-(4-(morpholinylmethyl)phenyl)-1,4-dihydrothiochromeno[4,3-c]pyrazole-3-carboxylic acid 5,5-Dioxide